C(C1=CC=CC=C1)N(C(=O)NC1=CC(=CC=C1)C(F)(F)F)C1CCN(CC1)C(C)CCC 1-Benzyl-1-(1-(pentan-2-yl)piperidin-4-yl)-3-(3-(trifluoromethyl)phenyl)urea